ClC1=C(C#N)C=C(C=C1)C(=O)N1CC=2C(=NN3C2C(N(CC3)[C@@H](C)C3=CC(=CC=C3)OC(F)(F)F)=O)C[C@H]1C |o1:22| 2-chloro-5-((R)-3-methyl-10-oxo-9-((S*)-1-(3-(trifluoromethoxy)phenyl)ethyl)-1,2,3,4,7,8,9,10-octahydropyrido[4',3':3,4]pyrazolo[1,5-a]pyrazine-2-carbonyl)benzonitrile